ClC=1C=C(CC2C(C3=CC=CC=C3C2=O)=O)C=CC1 2-(3-chlorobenzyl)1,3-indenedione